ClC1=C(C=CC=C1)[C@@H](C(=O)N1CC2=C(N=C(NC2=O)C2(CC2)C2=CC=CC=C2)CC1)O (S)-6-(2-(2-chlorophenyl)-2-hydroxyacetyl)-2-(1-phenylcyclopropyl)-5,6,7,8-tetrahydropyrido[4,3-d]pyrimidin-4(3H)-one